BrC1=CC(=C(O[C@H](C(=O)O)C)C=C1)C(CC)(F)F (S)-2-(4-Bromo-2-(1,1-difluoropropyl)phenoxy)propanoic acid